C([O-])([O-])=O.[K+].NC1=NN(C=C1)C1C(N(CC1)C)=O.[K+] 3-(3-Amino-1H-pyrazol-1-yl)-1-methylpyrrolidin-2-one Potassium carbonate